2-iodoheptafluoropropane IC(C(F)(F)F)(C(F)(F)F)F